C(C1=CC=CC=C1)(C1=CC=CC=C1)(C1=CC=CC=C1)N1C=NC(=C1)/C=C/CCCCC(=O)O (E)-7-(1-trityl-1H-imidazol-4-yl)hept-6-enoic acid